(E)-4-Bromo-5-(3-((tert-butyldimethylsilyl)oxy)prop-1-en-1-yl)-6-chloro-1-(tetrahydro-2H-pyran-2-yl)-1H-indazole BrC1=C2C=NN(C2=CC(=C1\C=C\CO[Si](C)(C)C(C)(C)C)Cl)C1OCCCC1